di(aminophenoxyphenyl)hexafluoropropane NC=1C(=C(C=CC1)C(C(F)(F)F)(C(F)(F)F)C1=C(C(=CC=C1)N)OC1=CC=CC=C1)OC1=CC=CC=C1